FC(C1=NN=C(S1)N1C2=C(C3=CC=C(C=C13)S(=O)(=O)NC1(CC1)C)C(=NC=N2)C2CCN(CC2)C([C@H](C)OC)=O)F (S)-9-(5-(difluoromethyl)-1,3,4-thiadiazol-2-yl)-4-(1-(2-methoxypropionyl)piperidin-4-yl)-N-(1-methylcyclopropyl)-9H-pyrimido[4,5-b]indole-7-sulfonamide